CC1(OB(OC1(C)C)/C=C/CCC#N)C (E)-5-(4,4,5,5-tetramethyl-1,3,2-dioxaborolan-2-yl)pent-4-enenitrile